C(#N)C1CC2(C1)CC(N(CC2)CC2=C1C=CNC1=C(C=C2OC)C)C2=CC(=C(C(=O)NCC1COC1)C=C2)F 4-(2-cyano-7-((5-methoxy-7-methyl-1H-indol-4-yl)methyl)-7-azaspiro[3.5]nonan-6-yl)-2-fluoro-N-(oxetan-3-ylmethyl)benzamide